6-((cyclohexyloxy)methoxy)-5'-methyl-4-pentyl-2'-(prop-1-en-2-yl)-1',2',3',4'-tetrahydro-[1,1'-biphenyl]-2-ol C1(CCCCC1)OCOC=1C=C(C=C(C1C1C(CCC(=C1)C)C(=C)C)O)CCCCC